1-(3-Acetylphenyl)-3-(3-(2-methoxyethyl)-2,4-dioxo-1-(2-(piperazin-1-yl)ethyl)-1,2,3,4-tetrahydroquinazolin-6-yl)urea C(C)(=O)C=1C=C(C=CC1)NC(=O)NC=1C=C2C(N(C(N(C2=CC1)CCN1CCNCC1)=O)CCOC)=O